N-(4-amino-3-(6-azaspiro[2.5]octan-6-yl)phenyl)-2-((tetrahydro-2H-pyran-2-yl)oxy)ethane-1-sulfonamide NC1=C(C=C(C=C1)NS(=O)(=O)CCOC1OCCCC1)N1CCC2(CC2)CC1